ClC=1C=C(C=CC1NC=1OC(=NN1)C=1N=C2N(C=C(C=C2Cl)C(F)(F)F)C1)CCC(=O)O 3-chloro-4-[[5-[8-chloro-6-(trifluoromethyl)imidazo[1,2-a]pyridin-2-yl]-1,3,4-oxadiazol-2-yl]amino]-benzenepropanoic acid